C(C)(C)(C)C=1SC(=CN1)C(=O)NC1CCCC2=CC(=CC=C12)C1=NC(=NC=C1)NC=1C=NN(C1)C 2-(tert-butyl)-N-(6-(2-((1-methyl-1H-pyrazol-4-yl)amino)pyrimidin-4-yl)-1,2,3,4-tetrahydronaphthalen-1-yl)thiazole-5-carboxamide